N[C@@H]1C[C@@H](CCC1)NC([O-])=O ((1R,3S)-3-aminocyclohexyl)carbamate